N[C@H](C(=O)O)CCC(=O)NC (2S)-2-amino-5-(methylamino)-5-oxo-pentanoic acid